C(=O)(OC(C)(C)C)N1[C@@H](C[C@H](C1)C#N)CO (2s,4R)-N-Boc-2-(hydroxymethyl)-4-(cyano)pyrrolidine